ethyl 4-(1-(6-(difluoromethyl)pyridin-3-yl)ethenyl)-3-methyl-1-(4-methylbenzene-1-sulfonyl)-1H-pyrrole-2-carboxylate FC(C1=CC=C(C=N1)C(=C)C=1C(=C(N(C1)S(=O)(=O)C1=CC=C(C=C1)C)C(=O)OCC)C)F